FC=1C=C(C=CC1F)B1OC(C(O1)(C)C)(C)C 2-(3,4-Difluorophenyl)-4,4,5,5-tetramethyl-1,3,2-dioxaborolan